C(=O)C=1C=C(C(=NC1)N1CCN(CC1)C(=O)OC(C)(C)C)C tert-butyl 4-(5-formyl-3-methylpyridin-2-yl)piperazine-1-carboxylate